CN1C=C(C(C(=C1)C1=CC=CC=C1)=O)C(=O)N 1-methyl-4-oxo-5-phenylpyridine-3-carboxamide